2-fluoro-6,7,8,9-tetrahydro-11H-pyrido[2,1-b]quinazolin-11-one FC=1C=C2C(N3C(=NC2=CC1)CCCC3)=O